6-nonenealdehyde C(CCCCC=CCC)=O